OCC1=CC=C(O1)C1=NC(=CC2=C1NC1=CC=CC=C21)C(=O)O 1-(5-(hydroxymethyl)furan-2-yl)-9H-pyrido[3,4-b]indole-3-carboxylic acid